ClC1=CC(=NC=C1)NC1=NC=NC2=CC(=CC=C12)F N-(4-chloropyridin-2-yl)-7-fluoroquinazolin-4-amine